2-(6-{5-chloro-2-[(oxan-4-yl)amino]pyrimidin-4-yl}-1-oxo-2,3-dihydro-1H-isoindol-2-yl)-N-[(1S)-2-hydroxy-1-(quinolin-7-yl)ethyl]acetamide ClC=1C(=NC(=NC1)NC1CCOCC1)C1=CC=C2CN(C(C2=C1)=O)CC(=O)N[C@H](CO)C1=CC=C2C=CC=NC2=C1